C(#C)C=1C=C(C(=NC1)F)NC1=NC=NC2=CC=C(C=C12)[C@H]1CNCCC1 N-(5-ethynyl-2-fluoro-3-pyridyl)-6-[(3S)-3-piperidyl]quinazolin-4-amine